2-(4-methoxybenzyl)-2,3-dihydrobenzo[d]isothiazole 1,1-dioxide COC1=CC=C(CN2S(C3=C(C2)C=CC=C3)(=O)=O)C=C1